O1COC=2C(=NC=CC21)CN2[C@H](C[C@@H](C2)F)C(=O)NC2=CC=C(C(=O)O)C=C2 4-((2R,4S)-1-([1,3]dioxolo[4,5-c]pyridin-4-ylmethyl)-4-fluoropyrrolidine-2-carboxamido)benzoic acid